(S)-2-(4-(tert-Butoxycarbonyl)piperazin-1-yl)propionic acid C(C)(C)(C)OC(=O)N1CCN(CC1)[C@H](C(=O)O)C